2-((3,4-dihydroisoquinolin-2(1H)-yl)methyl)-5-((4-(S-methylsulfonyl)benzyl)oxy)-4H-pyran-4-one C1N(CCC2=CC=CC=C12)CC=1OC=C(C(C1)=O)OCC1=CC=C(C=C1)S(=O)(=O)C